C1(CC1)C=1SC(=CN1)C1=CC(=NC=C1)N(C(=O)[C@@H]1CC[C@H](CC1)C(=O)O)CC12CCC(CC1)(CC2)C2=CC(=C(C=C2)OC)C trans-4-((4-(2-Cyclopropylthiazol-5-yl)pyridin-2-yl)((4-(4-methoxy-3-methylphenyl)bicyclo[2.2.2]octan-1-yl)methyl)carbamoyl)cyclohex-anecarboxylic acid